1,13-Bis(4-pyridyl)-2,5,9,12-tetrathiatridecan N1=CC=C(C=C1)CSCCSCCCSCCSCC1=CC=NC=C1